2-(3,5-Dichloro-4-((2-(3-methoxybenzyl)-1-oxo-1,2,3,4-tetrahydroisoquinoline-6-yl)oxy)phenyl)-1,2,4-triazine ClC=1C=C(C=C(C1OC=1C=C2CCN(C(C2=CC1)=O)CC1=CC(=CC=C1)OC)Cl)N1NC=CN=C1